CC[C@@H]([C@@H](CC)O)O (3S,4R)-hexane-3,4-diol